8,8-difluoro-3-azabicyclo[3.2.1]octane-1-carboxylic acid ethyl ester C(C)OC(=O)C12CNCC(CC1)C2(F)F